C(C1=CC=CC=C1)OC=1C=C2C3=C(NC2=CC1)C=NC(=C3COC)C3=CC=NC=C3 6-(benzyloxy)-4-(methoxymethyl)-3-(pyridin-4-yl)-9H-pyrido[3,4-b]indole